C[C@]12CC[C@H](C[C@@H]1CC[C@@H]3[C@@H]2CC[C@]4([C@H]3CC[C@@H]4OS(=O)(=O)O)C)OS(=O)(=O)O The molecule is an androstane sulfate that is 5alpha-androstan-3alpha,17beta-diol in which both hydroxy hydrogens have been replaced by sulfo groups. It derives from a 5alpha-androstane-3beta,17beta-diol. It is a conjugate acid of a 5alpha-androstane-3alpha,17beta-diol disulfate anion and a 5alpha-androstane-3alpha,17beta-diol disulfate(2-).